2,4-diaminoanisolemethanol NC1(C(C=CC(=C1)N)OC)CO